2-[(2R)-2-aminobut-3-yn-1-yl]-3-methyl-5-chloro-N-[(furan-2-yl)methyl]thieno[3,2-b]pyridin-7-amine N[C@H](CC1=C(C2=NC(=CC(=C2S1)NCC=1OC=CC1)Cl)C)C#C